3-((6-(5-Chloro-1H-pyrazol-4-yl)-1-oxoisoquinolin-2(1H)-yl)methyl)-N-methylbenzamide ClC1=C(C=NN1)C=1C=C2C=CN(C(C2=CC1)=O)CC=1C=C(C(=O)NC)C=CC1